FC1(CC12CC(C2)C(=O)O[C@H]2[C@H](NC[C@@H]2O)CC2=CC=C(C=C2)OC)F (2R,3S,4S)-4-hydroxy-2-[(4-methoxyphenyl)methyl]pyrrolidin-3-yl 1,1-difluorospiro[2.3]hexane-5-carboxylate